5,6-bis(octyloxy)-4,7-bis(thiophen-2-yl)-2,1,3-benzothiadiazole C(CCCCCCC)OC1=C(C=2C(=NSN2)C(=C1OCCCCCCCC)C=1SC=CC1)C=1SC=CC1